1-(4-methoxy-5,6,7,8-tetrahydropyrido[3,4-d]pyrimidin-2-yl)-N,N-dimethyl-azetidin-3-amine COC=1C2=C(N=C(N1)N1CC(C1)N(C)C)CNCC2